C(C)(C)OC=1C(=CC2=CN(N=C2C1)C1CCN(CC1)C(=O)OC1CCNCC1)C(=O)OC methyl 6-isopropoxy-2-[1-(4-piperidyloxycarbonyl)-4-piperidyl]indazole-5-carboxylate